ClC=1N=C2C(=C(C(N(C2=CC1)C)=O)C#N)N1CCN(CC1)CC1=CC=C(C=C1)O 6-chloro-4-{4-[(4-hydroxyphenyl)methyl]piperazin-1-yl}-1-methyl-2-oxo-1,2-dihydro-1,5-naphthyridine-3-carbonitrile